ClC1=C(C=C(C=C1F)C=1NC(C=2N(C1)N=C(C2C)C(=O)O)=O)F 6-(4-Chloro-3,5-difluorophenyl)-3-methyl-4-oxo-4,5-dihydropyrazolo[1,5-a]pyrazine-2-carboxylic acid